hexyl salicylate (hexylsalicylate) C(CCCCC)OC=1C(C(=O)O)=CC=CC1.C(C=1C(O)=CC=CC1)(=O)OCCCCCC